2-chloro-4-(piperidin-4-yloxy)pyridine ClC1=NC=CC(=C1)OC1CCNCC1